5-(1-(2-acryloyl-2-azaspiro[3.3]heptan-6-yl)-4-(5-chloro-6-methyl-1H-indazol-4-yl)-5-methyl-1H-pyrazol-3-yl)-2-methyloctahydro-1H-pyrrolo[3,4-c]pyridin-1-one C(C=C)(=O)N1CC2(C1)CC(C2)N2N=C(C(=C2C)C2=C1C=NNC1=CC(=C2Cl)C)N2CC1C(CC2)C(N(C1)C)=O